OC=1C=C(C=C(C1)O)CC 3,5-dihydroxyethylbenzene